C(C)(C)[Sn](N(C)C)(N(C)C)N(C)C isopropyltri(dimethylamino)tin